C(\C=C/C(=O)O)(=O)O.CC1=NC=C(C(=N1)C)OC[C@@]1([C@@H](C1)C(=O)NC1=NC=C(C=C1)F)C1=CC(=CC=C1)F (1R,2S)-2-(((2,4-dimethylpyrimidin-5-yl)oxy)methyl)-2-(3-fluorophenyl)-N-(5-fluoropyridin-2-yl)cyclopropanecarboxamide maleate salt